Methyl 4-(4-(1-(tert-butoxycarbonyl)piperidin-4-yl)phenyl)-6-(4-(4-(trifluoromethyl)phenyl)-1H-1,2,3-triazol-1-yl)picolinate C(C)(C)(C)OC(=O)N1CCC(CC1)C1=CC=C(C=C1)C1=CC(=NC(=C1)N1N=NC(=C1)C1=CC=C(C=C1)C(F)(F)F)C(=O)OC